4-(dimethoxymethyl)-1-(4-((1R,2R)-6-methoxy-2-(2,2,2-trifluoroethyl)-1,2,3,4-tetrahydronaphthalen-1-yl)phenyl)piperidine COC(C1CCN(CC1)C1=CC=C(C=C1)[C@H]1[C@H](CCC2=CC(=CC=C12)OC)CC(F)(F)F)OC